C1=NC(=C(C2=CC(=CC=C12)N)[2H])[2H] isoquinolin-3,4-d2-6-amine